methyl 2-(4-bromophenyl)-8-chloro-3,4-dihydroquinazoline-4-carboxylate BrC1=CC=C(C=C1)C1=NC2=C(C=CC=C2C(N1)C(=O)OC)Cl